2-((4-(6-((4-(cyclopropanecarbonyl)-2-fluorobenzyl)oxy)pyridin-2-yl)-piperidin-1-yl)methyl)-1-((1-(fluoromethyl)cyclopropyl)methyl)-1H-benzo[d]imidazole-6-carboxylic acid C1(CC1)C(=O)C1=CC(=C(COC2=CC=CC(=N2)C2CCN(CC2)CC2=NC3=C(N2CC2(CC2)CF)C=C(C=C3)C(=O)O)C=C1)F